3-ethylsulfonyl-2-[3-methyl-6-(trifluoromethyl)imidazo[4,5-c]pyridin-2-yl]-5,6,7,8-tetrahydro-imidazo[1,2-a]pyridin-8-ol C(C)S(=O)(=O)C1=C(N=C2N1CCCC2O)C2=NC1=C(C=NC(=C1)C(F)(F)F)N2C